(E)-1-(2-Hydroxyphenyl)-3-(3-methoxy-4-prop-2-ynoxyphenyl)prop-2-en-1-one OC1=C(C=CC=C1)C(\C=C\C1=CC(=C(C=C1)OCC#C)OC)=O